1-bromo-8-chloro-3-(5-(difluoromethyl)-1,3,4-thiadiazol-2-yl)-N-(3-(fluoromethyl)oxacyclobutan-3-yl)imidazo[1,5-a]pyridin-6-sulfonamide BrC=1N=C(N2C1C(=CC(=C2)S(=O)(=O)NC2(COC2)CF)Cl)C=2SC(=NN2)C(F)F